3-cyano-5-(4-methylpyridin-3-yl)-N-(4-methylthiazol-2-yl)benzamide C(#N)C=1C=C(C(=O)NC=2SC=C(N2)C)C=C(C1)C=1C=NC=CC1C